1-ethyl-2-propyl trans-1,2-dimethylcyclohexane-1,2-dicarboxylate C[C@@]1([C@@](CCCC1)(C(=O)[O-])C)C(=O)OC(CCC)C